[5-(5-Carboxymethylsulfanyl-pentylsulfanyl)-pentylsulfanyl]-acetic acid C(=O)(O)CSCCCCCSCCCCCSCC(=O)O